tert-butyl (3-aminopropyl)(2-(naphthalen-2-yl)ethyl)carbamate NCCCN(C(OC(C)(C)C)=O)CCC1=CC2=CC=CC=C2C=C1